ClC1=NN(C=C1C(=O)N[C@H]1C[C@H](CCC1)NC1=CC(=NC2=CC=C(C=C12)Cl)C(F)(F)F)CC 3-chloro-N-[(1r,3s)-3-{[6-chloro-2-(trifluoromethyl)quinolin-4-yl]amino}cyclohexyl]-1-ethyl-1H-pyrazole-4-carboxamide